6-bromo-3-fluoro-4H-thieno[2',3':4,5]pyrrolo[3,2-b]pyridine-2-carboxylic acid methyl ester COC(=O)C1=C(C2=C(C3=NC=C(C=C3N2)Br)S1)F